C(C)(C)(C)OC(=O)N1CCC2=C(CC1)C=C(C=C2)N tert-butyl-7-amino-4,5-dihydro-1H-benzo[d]Azepin-3(2H)-formate